Cl.Cl.CN1C[C@H](N(CC1)[C@@H]1[C@@H](NCC1)C)CO ((S)-4-Methyl-1-((2S,3S)-2-methylpyrrolidin-3-yl)piperazin-2-yl)methanol dihydrochloride